C(C)(C)(C)OC(=O)N1C[C@@H]2COC3=C(C(N2CC1)=O)C(=CC(=C3Cl)C3=C(C=CC=C3O)F)OC (12aR)-10-chloro-9-(2-fluoro-6-hydroxyphenyl)-7-methoxy-6-oxo-3,4,12,12a-tetrahydro-6H-pyrazino[2,1-c][1,4]benzooxazepine-2(1H)-carboxylic acid tert-butyl ester